CN1N=C(N=C1)CNC1=CC(C1=O)=O 4-(((1-methyl-1H-1,2,4-triazol-3-yl)methyl)amino)cyclobut-3-ene-1,2-dione